C(CC)C(C(=O)O[C@@H]1[C@](O[C@H](C1)N1C=CC2=C1N=C(N=C2N)Cl)(CO)C#C)CCC (2R,3S,5R)-5-(4-amino-2-chloro-7H-pyrrolo[2,3-d]pyrimidin-7-yl)-2-ethynyl-2-(hydroxymethyl)tetrahydrofuran-3-yl 2-propylpentanoate